(E)-1-(6-(4-(diphenylamino)phenyl)pyridin-3-yl)ethan-1-one C1(=CC=CC=C1)N(C1=CC=C(C=C1)C1=CC=C(C=N1)C(C)=O)C1=CC=CC=C1